1-(2-carbonyl-1,2-dihydropyrrolo[2,3,4-ij]isoquinolin-5-yl)-2-trifluoromethyl-N-(2-trifluoromethylpyridin-4-yl)-1H-pyrrol-3-carboxamide C(=O)=C1NC=2C=CC=C3C(=CN=C1C23)N2C(=C(C=C2)C(=O)NC2=CC(=NC=C2)C(F)(F)F)C(F)(F)F